C(C)(C)(C)OC(N(C1CCCC1)C1=NC(=NN2C1=CC=C2C[C@H]2O[C@@H]([C@H]1OC(O[C@H]12)(C)C)CO)Cl)=O tert-butyl(2-chloro-7-(((3aS,4R,6R,6aR)-6-(hydroxymethyl)-2,2-dimethyltetrahydrofuro[3,4-d][1,3]dioxol-4-yl)methyl)pyrrolo[2,1-f][1,2,4]triazin-4-yl)(cyclopentyl)carbamate